3-(dimethylamino)Propionamide hydrochloride Cl.CN(CCC(=O)N)C